FC1=C(CO[C@@H]2CC[C@H](CC2)C(=O)O)C=CC(=C1)F trans-4-[(2,4-difluorobenzyl)oxy]cyclohexane-1-carboxylic acid